C1N(CC2=CC=CC=C12)C=1OC2=C(C=C(C=C2C(C1C(F)(F)F)=O)C)[C@@H](C)NC1=C(C(=O)O)C=CC=C1 2-[[(1R)-1-[2-isoindolin-2-yl-6-methyl-4-oxo-3-(trifluoromethyl)chromen-8-yl]ethyl]amino]benzoic acid